C(C)OC1=NC2=CC=CC=C2C=C1 ethyloxyl-quinoline